CC1CN=C(CC1)C1=CC2=C(NC(N2)=O)C=C1 5-(3-methyl-2,3,4,5-tetrahydropyridin-6-yl)-1,3-dihydrobenzimidazol-2-one